1-[4-(2-aminoethyl)piperazin-1-yl]ethan-1-one NCCN1CCN(CC1)C(C)=O